O1C(CCCC1)O[C@@H]1C[C@H](NC1)C(=O)OC methyl (2S,4R)-4-((tetrahydro-2H-pyran-2-yl)oxy)pyrrolidine-2-carboxylate